2-(((tert-butyldimethylsilyl)oxy)methyl-d2)-4-(1-ethoxyvinyl)-3-fluoropyridine [Si](C)(C)(C(C)(C)C)OC(C1=NC=CC(=C1F)C(=C)OCC)([2H])[2H]